4-(hydroxymethyl)piperidine-4-carboxylic acid OCC1(CCNCC1)C(=O)O